O=C1NC(CCC1N1CC2=CC=C(C=C2C1=O)CNC(=O)C=1COC2=CC=C(C=C2C1)OC(F)(F)F)=O N-((2-(2,6-dioxopiperidin-3-yl)-3-oxoisoindolin-5-yl)methyl)-6-(trifluoromethoxy)-2H-chromene-3-carboxamide